C1(=CC=CC=C1)C(C(C)C1=CC=CC=C1)C1=CC=CC=C1 1,1,2-triphenylpropane